2,6-bis(2-pyrazinyl)-4-(4-pyridyl)pyridine tert-Butyl-10,10-dimethyl-3,6-bis(methyl(phenyl)amino)-3'-oxo-3'H,10H-spiro[anthracene-9,1'-isobenzofuran]-6'-carboxylate C(C)(C)(C)OC(=O)C1=CC=C2C(OC3(C2=C1)C1=CC=C(C=C1C(C=1C=C(C=CC13)N(C1=CC=CC=C1)C)(C)C)N(C1=CC=CC=C1)C)=O.N1=C(C=NC=C1)C1=NC(=CC(=C1)C1=CC=NC=C1)C1=NC=CN=C1